C=O.C1NCCC2=CC=CC=C12 1,2,3,4-tetrahydroisoquinoline compound with formaldehyde